4-(4-methyl-2-thienyl)-2-nitro-aniline CC=1C=C(SC1)C1=CC(=C(N)C=C1)[N+](=O)[O-]